5-butyl-4-(cyclohex-1,5-dien-1-yl)-3-methyl-1-phenyl-1H-pyrazole C(CCC)C1=C(C(=NN1C1=CC=CC=C1)C)C1=CCCC=C1